FC(C(C(=O)N1C[C@H]2OC3=C([C@@H]1C2)C=C(C=C3C#N)F)(C)C)F (2S,5S)-4-(3,3-difluoro-2,2-dimethylpropanoyl)-7-fluoro-2,3,4,5-tetrahydro-2,5-methano-1,4-benzoxazepine-9-carbonitrile